5-[2-(3-pyridyl)pyrrolidin-1-yl]-1H-benzo[ct]indol-2-one N1=CC(=CC=C1)C1N(CCC1)C=1C=CC=2C(NC3=CC=CC1C23)=O